C1N(CCC2=CC=CC=C12)CC=1OC=C(C(C1)=O)OCC1=CC=C(C=C1)S(=O)CC 2-((3,4-dihydroisoquinolin-2(1H)-yl)methyl)-5-((4-(ethylsulfinyl)benzyl)oxy)-4H-pyran-4-one